FC1=C(C=CC(=C1)C=1C=C(C=2N=C(N=CC2N1)N[C@@H]1CNC[C@@H](C1)CF)C(C)C)NS(=O)(=O)C1=CC=CC=C1 N-(2-fluoro-4-(2-(((3S,5R)-5-(fluoro-methyl)piperidin-3-yl)amino)-8-isopropylpyrido[3,2-d]pyrimidin-6-yl)phenyl)benzenesulfonamide